NC1=C(C=CC(=N1)C(=O)NC)C1=C(C=CC(=C1)[N+](=O)[O-])F 6-amino-5-(2-fluoro-5-nitrophenyl)-N-methylpyridineformamide